FC=1C=C(C=C(C1)F)P(C1=CC=CC=C1)(C1=CC=CC=C1)=O 3,5-Difluorophenyl-diphenylphosphine oxide